6-Fluoro-1-methyl-2-(4-(methylsulfonyl)phenyl)-5-(1'-(tetrahydro-2H-pyran-4-yl)-[1,4'-bipiperidin]-4-yl)-1H-benzo[d]imidazol FC=1C(=CC2=C(N(C(=N2)C2=CC=C(C=C2)S(=O)(=O)C)C)C1)C1CCN(CC1)C1CCN(CC1)C1CCOCC1